CN(C(C[C@@]1(OB(OC1=O)[C@H](CC(C)C)NC([C@H]([C@@H](C)O)NC(C1=NC(=CC=C1)C1=CC=CC=C1)=O)=O)CC(=O)O)=O)C 2-((R)-4-(2-(dimethylamino)-2-oxoethyl)-2-((R)-1-((2S,3R)-3-hydroxy-2-(6-phenylpicolinamido)butanamido)-3-methylbutyl)-5-oxo-1,3,2-dioxaborolan-4-yl)acetic acid